C(C)(C)(C)OC(=O)N1C[C@H](CC1)OC1=NC=2N(C(=C1)N(CC1=CC=C(C=C1)C1=NC=CC=C1)C(=O)OC(C)(C)C)N=CC2C2CC2 (S)-3-((7-((tert-Butoxycarbonyl)(4-(pyridin-2-yl)benzyl)amino)-3-cyclopropylpyrazolo[1,5-a]pyrimidin-5-yl)oxy)pyrrolidine-1-carboxylic acid tert-butyl ester